tert-Butyl (5-cyclopropyl-7-(5,5-dimethyl-1,3,2-dioxaborinan-2-yl)-2,3,4,5-tetrahydrobenzo[b]oxepin-9-yl)carbamate C1(CC1)C1C2=C(OCCC1)C(=CC(=C2)B2OCC(CO2)(C)C)NC(OC(C)(C)C)=O